4-(bromomethyl)-7,7-dimethyl-6,7-dihydro-5H-cyclopenta[b]pyridine-2-carboxylic acid methyl ester COC(=O)C1=CC(=C2C(=N1)C(CC2)(C)C)CBr